C(C)(C)(C)OC(N(C(=O)OC(C)(C)C)C(=O)C1=C(C=C(C=2CCOC21)Br)N2CCC1(CC1)CC2)=O (4-Bromo-6-(6-azaspiro[2.5]oct-6-yl)-2,3-dihydrobenzofuran-7-carbonyl)(t-butoxycarbonyl)carbamic acid tert-butyl ester